COCCNCCN(C)C N1-(2-methoxyethyl)-N2,N2-dimethylethane-1,2-diamine